N-(5-(4-(azetidine-1-carbonyl)phenyl)thiazolo[5,4-b]pyridin-2-yl)-4-(5-cyano-2-methoxyphenyl)-6-methylnicotinamide N1(CCC1)C(=O)C1=CC=C(C=C1)C1=CC=C2C(=N1)SC(=N2)NC(C2=CN=C(C=C2C2=C(C=CC(=C2)C#N)OC)C)=O